methyl 5-methylfuran-2-carboxylate CC1=CC=C(O1)C(=O)OC